4-((6-(2-hydroxy-6-methyl-4-(trifluoromethyl)phenyl)-2H-pyrazolo[3,4-b]pyridin-2-yl)methyl)-1-isopropylpyrrolidin-2-one OC1=C(C(=CC(=C1)C(F)(F)F)C)C=1C=CC=2C(N1)=NN(C2)CC2CC(N(C2)C(C)C)=O